2,3-diamino-6,7-dihydropyrazolo[1,2-a]pyrazole NC1=C(N2N(CCC2)C1)N